C(#N)C1=CC(=C(C=C1)N1CC(N(C2(CC(C2)C(=O)N(C)C2CC2)C1=O)CC1=CC=C(C=C1)C(F)(F)F)=O)F (2r,4r)-8-(4-cyano-2-fluorophenyl)-N-cyclopropyl-N-methyl-6,9-dioxo-5-(4-(trifluoromethyl)-benzyl)-5,8-diazaspiro-[3.5]nonane-2-carboxamide